N-(4-methoxybenzyl)-3-(prop-1-yn-1-yl)imidazo[1,2-b]pyridazin-8-amine COC1=CC=C(CNC=2C=3N(N=CC2)C(=CN3)C#CC)C=C1